4-(diphenylamino)-phenylboronic acid C1(=CC=CC=C1)N(C1=CC=C(C=C1)B(O)O)C1=CC=CC=C1